FC1=C(CN2C[C@H](N(CC2)C(C(C)C)=O)C)C=CC(=C1N1C(=NC(=C1C)C1(CC1)C(F)(F)F)C=1OC(=CC1)C)F 1-((2R)-4-(2,4-difluoro-3-(5-methyl-2-(5-methylfuran-2-yl)-4-(1-(trifluoromethyl)cyclopropyl)-1H-imidazol-1-yl)benzyl)-2-methylpiperazin-1-yl)-2-methylpropan-1-one